C1(CC1)C=1N=NN(C1)[C@H](C(=O)N1[C@@H](C[C@H](C1)O)C(=O)NCC1CC(=NO1)C=1C=CC2=C(CCO2)C1)C(C)(C)C (2S,4R)-1-[(2S)-2-(4-cyclopropyltriazol-1-yl)-3,3-dimethyl-butanoyl]-N-[[3-(2,3-dihydrobenzofuran-5-yl)-4,5-dihydroisoxazol-5-yl]methyl]-4-hydroxy-pyrrolidine-2-carboxamide